(4S,5R,6R)-5-Acetylamino-4-guanidino-6-[(1R,2R)-1,2,3-trihydroxypropyl]-5,6-dihydro-4H-pyran C(C)(=O)N[C@@H]1[C@H](C=CO[C@H]1[C@@H]([C@@H](CO)O)O)NC(=N)N